O=C1NCC(N1)=O 2,4-dioxoimidazoline